N1(C=NC2=C1C=CC=C2)CCNC(OC(C)(C)C)=O tert-butyl N-[2-(1,3-benzodiazol-1-yl)ethyl]carbamate